FC(C1=NN(C=C1NC(=O)C=1C=NN2C1N=C(C=C2)N2CCOCC2)C2CCN(CC2)CC2=CC(=NC=C2)C2C(NC(CC2)=O)=O)F N-(3-(difluoromethyl)-1-(1-((2-(2,6-dioxopiperidin-3-yl)pyridin-4-yl)methyl)piperidin-4-yl)-1H-pyrazol-4-yl)-5-morpholinopyrazolo[1,5-a]pyrimidine-3-carboxamide